OC(=O)C(F)(F)F.N1CC(C1)S(=O)(=O)C=1C=C(C=C(C1)Br)N1CCOCC1 4-(3-(azetidin-3-ylsulfonyl)-5-bromophenyl)morpholine-TFA salt